CC=1N=CC(=NC1)N[C@@H]1C[C@H](CC1)NC1=CC=C(C=N1)N1C(C=CC(=C1)C=1N=NNC1)=O 6'-(((1S,3S)-3-((5-Methylpyrazin-2-yl)amino)cyclopentyl)amino)-5-(1H-1,2,3-triazol-4-yl)-2H-[1,3'-bipyridin]-2-one